N-hydroxyethyl-N'-hydroxyisopropyl-pentylenediamine OCCNCCCCCN(O)C(C)C